CCCCCCCCCCCCC/C=C/C(=O)OCC Hexadecenoic acid ethyl ester